2-hydroxyisoindole ON1C=C2C=CC=CC2=C1